2-((4-(2-chloro-4-methylphenyl)-1-oxo-1,2-dihydroisoquinolin-7-yl)oxy)acetonitrile ClC1=C(C=CC(=C1)C)C1=CNC(C2=CC(=CC=C12)OCC#N)=O